C(=O)(OC(C)(C)C)N1CCC(CC1)C(=O)O (Boc)piperidine-4-carboxylic acid